[1,3]thiazolo[4,5-d]pyrimidin-2-amine S1C(=NC=2N=CN=CC21)N